(R)-4-(2-aminopropyl)-1-vinyl-1,2,4-triazole N[C@@H](CN1C=NN(C1)C=C)C